OCCNC1=CC=C(C(=O)O)C=C1 4-((2-hydroxyethyl)amino)benzoic acid